CC1=NC2=C(C=CC=C2C(=C1)OC)C(=O)[O-] 2-methyl-4-methoxy-8-quinolate